Cl.C(C)(C)(C)OC(NC12[C@H](CC(CC1)(CC2)N)O)=O (S)-(4-amino-2-hydroxy-bicyclo[2.2.2]oct-1-yl)carbamic acid tert-butyl ester hydrochloride